1-(2-(6-bromohexyloxy)-4-methoxy-5-morpholinomethylphenyl)ethan-1-one BrCCCCCCOC1=C(C=C(C(=C1)OC)CN1CCOCC1)C(C)=O